3-[[2-(Benzoylamino)-1-oxopropyl]amino]cyclopentanecarboxylic acid C(C1=CC=CC=C1)(=O)NC(C(=O)NC1CC(CC1)C(=O)O)C